CC(C)(C)N(C(O)=O)C1CC(CCC1)N.C(C)(CC)C(C1=CC=CC=C1)(C1=CC=CC=C1)C(C)CC di-sec-butyl-diphenylmethane 1,1-dimethylethyl-(3-aminocyclohexyl)carbamate